2-chloro-7-(2-methoxy-4,6-dimethyl-phenyl)-1,8-naphthyridine ClC1=NC2=NC(=CC=C2C=C1)C1=C(C=C(C=C1C)C)OC